3-acetyl-4-hydroxy-2H-chromen-2-one C(C)(=O)C=1C(OC2=CC=CC=C2C1O)=O